4-[(2-Chroman-4-ylacetyl)amino]-N-(1,1-dimethylprop-2-ynyl)pyridine-2-carboxamide O1CCC(C2=CC=CC=C12)CC(=O)NC1=CC(=NC=C1)C(=O)NC(C#C)(C)C